methyl N6-(3-(3-(2H-benzo[d][1,2,3]triazol-2-yl)-4-hydroxyphenyl)propanoyl)-N2-(tert-butoxycarbonyl)-L-lysinate N=1N(N=C2C1C=CC=C2)C=2C=C(C=CC2O)CCC(=O)NCCCC[C@H](NC(=O)OC(C)(C)C)C(=O)OC